(ethylsulfonyloxy-imino)benzyl cyanide C(C)S(=O)(=O)ON=C(C1=CC=CC=C1)C#N